2-(1H-imidazol-1-yl)-N-(1-methylpiperidin-4-yl)-5H-pyrrolo[3,2-d]pyrimidine-4-carboxamide N1(C=NC=C1)C=1N=C(C2=C(N1)C=CN2)C(=O)NC2CCN(CC2)C